morpholone acrylate C(C=C)(=O)O.N1C(COCC1)=O